Cl.N[C@H](C(=O)NC1=CC=C(C=C1)C1=CNC(C=C1)=O)C(C1=CC=CC=C1)C1=CC=CC=C1 (S)-2-amino-N-(4-(6-oxo-1,6-dihydropyridin-3-yl)phenyl)-3,3-diphenylpropanamide hydrochloride